FC(C=1C(=C(C=CC1)[C@@H](C)NC=1C=2C(N=C(N1)O)=CC(N(C2)N2CCOCC2)=O)F)F (R)-4-((1-(3-(difluoromethyl)-2-fluorophenyl)ethyl)amino)-2-hydroxy-6-morpholinopyrido[4,3-d]pyrimidin-7(6H)-one